ClCC=1N(C2=CC=CC(=C2C1)OC)C(=O)OC(C)(C)C tert-butyl 2-(chloromethyl)-4-methoxy-1H-indole-1-carboxylate